FC1(CN(CC1)C1=NC=CC(=C1NC(=O)C=1C=NC(=NC1)C(C)C)N=S(=O)(C)C)F N-(2-(3,3-difluoropyrrolidin-1-yl)-4-((dimeth-yl(oxo)-lambda6-sulfane-ylidene)amino)pyridin-3-yl)-2-isopropylpyrimidine-5-carboxamide